N-((S)-(4,4-difluorocyclohexyl)(5-((S)-2-methoxy-1-((S)-2-oxo-4-(trifluoromethyl)-imidazolidin-1-yl)ethyl)benzo[d]oxazol-2-yl)methyl)-4-fluoro-1-isopropyl-1H-pyrazole-5-carboxamide FC1(CCC(CC1)[C@H](NC(=O)C1=C(C=NN1C(C)C)F)C=1OC2=C(N1)C=C(C=C2)[C@@H](COC)N2C(N[C@@H](C2)C(F)(F)F)=O)F